ClC=1C(=NC=CC1C1=C(C(=CC=C1)NC1=NC=CC(=C1F)CNCCO)Cl)C1=CC(=C(CNC[C@@H]2CCC(N2)=O)C(=C1)OC)F (S)-5-(((4-(3-chloro-4-(2-chloro-3-((3-fluoro-4-(((2-hydroxyethyl)amino)methyl)pyridin-2-yl)amino)phenyl)pyridin-2-yl)-2-fluoro-6-methoxybenzyl)amino)methyl)pyrrolidin-2-one